tert-butyl 4-(2-((4,8-dimethyl-6-oxo-5,6,7,8-tetrahydropteridin-2-yl)amino)pyridin-4-yl)piperazine-1-carboxylate CC1=NC(=NC=2N(CC(NC12)=O)C)NC1=NC=CC(=C1)N1CCN(CC1)C(=O)OC(C)(C)C